C1=CSN=C1C(F)(F)F (trifluoromethyl)isothiazole